F[C@@H]1[C@@H](CN(C1)C)OC1=C(N(N=C1)C)C1=CC=2N(C=C1)N=C(C2)NC(=O)C2CC2 N-[5-[4-[(3R,4S)-4-fluoro-1-methyl-pyrrolidin-3-yl]oxy-2-methyl-pyrazol-3-yl]pyrazolo[1,5-a]pyridin-2-yl]cyclopropanecarboxamide